C(C)(C)(C)OC(NCC1=NC=C2C=CC(=NC2=C1)Cl)=O N-[(2-chloro-1,6-naphthyridin-7-yl)methyl]Carbamic acid tert-butyl ester